FC(S(=O)(=O)OC1=CC(=CC(=C1)F)F)(F)F 3,5-difluorophenol trifluoromethanesulfonate